CC1=NC(=C2C(N1)=NC=C2)C2=CC(=NC=C2)C 2-methyl-4-(2-methyl-4-pyridyl)pyrrolo[2,3-d]pyrimidin